F[C@H]1CN(CC[C@H]1NC1=CC=CC=2N1N=C(C2CC(F)(F)F)C#CCNC(=O)C=2NC(=C(C2)C)C)C N-[3-(7-{[(3S,4R)-3-fluoro-1-methylpiperidin-4-yl]amino}-3-(2,2,2-trifluoroethyl)pyrazolo[1,5-a]pyridin-2-yl)prop-2-yn-1-yl]-4,5-dimethyl-1H-pyrrole-2-carboxamide